C(C)OC(=O)C1=C(C2=C(CCC=3C=NNC23)O1)C.CC1=C(OC=2CCC3=CN(N=C3C21)CC=2OC=CN2)C(=O)OCC ethyl 8-methyl-2-[(1,3-oxazol-2-yl)methyl]-4,5-dihydro-2H-furo[2,3-g]indazole-7-carboxylate Ethyl-8-methyl-4,5-dihydro-1H-furo[2,3-g]indazole-7-carboxylate